tert-butyl (tert-butoxycarbonylamino)(3-(4-chlorophenoxy)propylamino)-methylenecarbamate C(C)(C)(C)OC(=O)NC(=NC(OC(C)(C)C)=O)NCCCOC1=CC=C(C=C1)Cl